fluoro-2-(1-(tetrahydro-2H-pyran-2-yl)-1H-pyrazol-5-yl)pyridine FC=1C(=NC=CC1)C1=CC=NN1C1OCCCC1